Dimethyl-3,3'-(10-(4-hydroxyphenyl)-3,7,8,12,13,17-hexa-methylporphyrin-2,18-diyl)dipropionate COC(CCC1=C2NC(=C1C)C=C1C(=C(C(=N1)C(=C1C(=C(C(N1)=CC=1C(=C(C(N1)=C2)CCC(=O)OC)C)C)C)C2=CC=C(C=C2)O)C)C)=O